FC1=CC=C(C=C1)C1(CCOC2(CCCC2)C1)O 9-(4-fluorophenyl)-6-oxaspiro[4.5]decan-9-ol